C1(CCCC1)N1C(N(C=2C=NC(=CC21)NC2=C(C=C(C=C2)OC(F)(F)F)C)C)=O 1-Cyclopentyl-3-methyl-6-((2-methyl-4-(trifluoromethoxy)phenyl)amino)-1,3-dihydro-2H-imidazo[4,5-c]pyridin-2-one